COC=1C=C(C=C(C1)OC)OS(=O)(=O)[O-].C1(=CC=CC=C1)[S+](C1=CC=CC=C1)C1=CC=CC=C1 Triphenyl-sulfonium 3,5-dimethoxyphenyl-sulfate